(S)-quinuclidin-3-yl (7-(pyridin-4-yl)-1,2,3,4-tetrahydronaphthalen-1-yl)carbamate N1=CC=C(C=C1)C1=CC=C2CCCC(C2=C1)NC(O[C@@H]1CN2CCC1CC2)=O